tert-butyl 2-(3,4-dichlorophenyl)-1-ethyl-5-iodo-6-methyl-4-oxo-pyridine-3-carboxylate ClC=1C=C(C=CC1Cl)C=1N(C(=C(C(C1C(=O)OC(C)(C)C)=O)I)C)CC